4,7,13-tris(4-bromobenzyl)-1,4,7,10,13,16,21,24-octaazabicyclo[8.8.8]hexacosane BrC1=CC=C(CN2CCN3CCNCCN(CCN(CCN(CC2)CC2=CC=C(C=C2)Br)CCNCCNCC3)CC3=CC=C(C=C3)Br)C=C1